ClC=1N=C(C2=C(N1)C=CS2)N2C(OC[C@@H]2C(C)C)=O (S)-3-(2-chlorothiopheno[3,2-d]pyrimidin-4-yl)-4-isopropyl-2-oxazolidinone